oxopropyl-1-azabicyclo[2.2.2]octanium O=CCC[N+]12CCC(CC1)CC2